C1(CC1)C=1C(=CC=2N(N1)C=C(N2)CO)OC (6-cyclopropyl-7-methoxyimidazo[1,2-b]pyridazin-2-yl)methanol